(3-methyl-4-aminocyclohexyl)-(3-methyl-4-aminophenyl)methane 1,1,1,3,3,3-hexafluoropropan-2-yl-(S)-1-((5-chloropyridin-3-yl)carbamoyl)-6-azaspiro[2.5]octane-6-carboxylate FC(C(C(F)(F)F)OC(=O)N1CCC2(C[C@@H]2C(NC=2C=NC=C(C2)Cl)=O)CC1)(F)F.CC1CC(CCC1N)CC1=CC(=C(C=C1)N)C